C(C)(C)C1=CC=CC=2N1N=C(N2)C(=O)N[C@@H]2C(NC1=C(CC2)C=C(C=C1F)F)=O |r| 5-isopropyl-N-[rac-(3S)-7,9-difluoro-2-oxo-1,3,4,5-tetrahydro-1-benzazepin-3-yl]-[1,2,4]triazolo[1,5-a]pyridine-2-carboxamide